O=C1N(C(C=C1)=O)CCCCCC(=O)NCC(=O)NCC(=O)N[C@@H](CC1=CC=CC=C1)C(=O)NCC(=O)O N-[6-(2,5-dioxo-2,5-dihydro-1H-pyrrol-1-yl)hexanoyl]glycylglycyl-L-phenylalanylglycine